2-[2-hydroxy-3-(3,4,5,6-tetrahydrophthalimidomethyl)-5-methylphenyl]benzo-triazole OC1=C(C=C(C=C1CN1C(C2=C(C1=O)CCCC2)=O)C)N2N=C1C(=N2)C=CC=C1